S(=O)(=O)(C1=CC=C(C)C=C1)OCC1CC(C1)N1CCN(CC1)C(=O)OC(C)(C)C tert-butyl 4-(3-((tosyloxy)methyl)cyclobutyl)piperazine-1-carboxylate